N-{3-acetyl-4-[2-hydroxy-3-(propan-2-ylamino)propoxy]phenyl}butanamide C(C)(=O)C=1C=C(C=CC1OCC(CNC(C)C)O)NC(CCC)=O